N-(3-bromo-5-(methylsulfonyl)phenyl)-2-(2-chlorophenyl)acetamide BrC=1C=C(C=C(C1)S(=O)(=O)C)NC(CC1=C(C=CC=C1)Cl)=O